3,5-difluoro-4-hydroxy-N-({(1r,4r)-4-[6-(3-methoxyphenyl)-2H-indazol-2-yl]cyclohexyl}methyl)benzamide FC=1C=C(C(=O)NCC2CCC(CC2)N2N=C3C=C(C=CC3=C2)C2=CC(=CC=C2)OC)C=C(C1O)F